C1(=CC=CC=C1)NC1CNCC1 N-phenylpyrrolidine-3-amine